ClC1=C(C(=CC=C1)F)C1CC(=NO1)C=1N=C(SC1)C1CCN(CC1)C(COC1=NC=CC=C1C(F)(F)F)=O 1-(4-(4-(5-(2-chloro-6-fluorophenyl)-4,5-dihydroisoxazol-3-yl)thiazol-2-yl)piperidin-1-yl)-2-((3-(trifluoromethyl)pyridin-2-yl)oxy)ethan-1-one